methyl-morpholine N-oxide C[N+]1(CCOCC1)[O-]